C1(=CC=CC=C1)S(=O)(=O)NC(=O)C1(CN(CC1)C(C1=CC=C(C=C1)OC)=O)COC1=CC=C(C=C1)C1=CC=C(C=C1)C#N N-(benzenesulfonyl)-3-[({4'-cyano-[1,1'-biphenyl]-4-yl}oxy)methyl]-1-(4-methoxybenzoyl)pyrrolidine-3-carboxamide